[(3R)-3-(6-chloro-3-pyridyl)pyrrolidin-1-yl]-[3-(4-pyridyl)-1H-pyrazol-5-yl]methanone ClC1=CC=C(C=N1)[C@@H]1CN(CC1)C(=O)C1=CC(=NN1)C1=CC=NC=C1